FC(C(=O)O)(F)F.N1C(CCC1)C(=O)N pyrrolidine-2-carboxamide 2,2,2-trifluoroacetate